tert-butyl-3H-imidazol C(C)(C)(C)C1=NC=CN1